ClC1=CC2=C(N(C(N2CCN2CCOCC2)=O)C2CCN(CC2)CC2=C(C=CC=C2)Cl)C=C1Cl 5,6-dichloro-1-(1-(2-chlorobenzyl)piperidin-4-yl)-3-(2-morpholinoethyl)-1,3-dihydro-2H-benzo[d]imidazol-2-one